(R)-(4-(3-(1-(3-(methylcarbamoyl) phenyl) ethyl)-4-oxo-3,4-dihydro-quinazolin-7-yl)-5-(trifluoromethyl)-1H-pyrazol-1-yl) methylphosphonate CP(ON1N=CC(=C1C(F)(F)F)C1=CC=C2C(N(C=NC2=C1)[C@H](C)C1=CC(=CC=C1)C(NC)=O)=O)([O-])=O